4-(tert-butoxycarbonyl)piperazin-1-yl-propionic acid C(C)(C)(C)OC(=O)N1CCN(CC1)C(C(=O)O)C